FC1(C[C@@H](NCC1)C1=NN(C=N1)C1=C(C=C(C=N1)NC(CN1N=C(C=C1C)C(F)(F)F)=O)F)F |o1:3| (R or S)-N-(6-(3-(4,4-difluoropiperidin-2-yl)-1H-1,2,4-triazol-1-yl)-5-fluoropyridin-3-yl)-2-(5-methyl-3-(trifluoromethyl)-1H-pyrazol-1-yl)acetamide